(3R,6S)-6-(((3-cis-(trifluoromethoxy)cyclobutyl)methoxy)methyl)tetrahydro-2H-pyran-3-amine HCl salt Cl.FC(OC1(CCC1)COC[C@@H]1CC[C@H](CO1)N)(F)F